C(CCCCCCCCCCCCCCCCC)(=O)NO stearamidoalcohol